FC1=CC=C(C=C1)C1=CC(=C(C=N1)C1CC(N(C1)C(C=C)=O)C)C1=NN(C=C1)C 1-(4-(6-(4-fluorophenyl)-4-(1-methyl-1H-pyrazol-3-yl)pyridin-3-yl)-2-methylpyrrolidin-1-yl)prop-2-en-1-one